ClC1=CC=C(C=C1)C[C@H](C1=CC=CC=C1)\N=C(\C1=CC=C(C=C1)C(F)(F)F)/C#N (R,Z)-N-(2-(4-chlorophenyl)-1-phenylethyl)-4-(trifluoromethyl)benzimidoyl cyanide